CC1=C(\C=C/C2=NS(C3=C2C=CC=C3)(=O)=O)C=CC=C1 (Z)-3-(2-Methylstyryl)benzisothiazole 1,1-dioxide